CN(C=1C2=C(N=CN1)N(C=C2)COC(C2=C(C=CC=C2)NC2=C(C(=CC=C2)Cl)C)=O)[C@@H]2CC[C@H](CC2)CS(NC)(=O)=O (4-(Methyl((trans)-4-((N-methylsulfamoyl) methyl)cyclohexyl)amino)-7H-pyrrolo[2,3-d]pyrimidin-7-yl)methyl-2-((3-chloro-2-methylphenyl)amino)benzoate